N-(dimethylsulfamoyl)-1-(4-fluorophenyl)-4-[4-(4-methoxypiperidin-4-yl)piperidin-1-yl]-3-(propan-2-yl)-1H-pyrazolo[3,4-b]pyridine-6-carboxamide CN(S(=O)(=O)NC(=O)C1=CC(=C2C(=N1)N(N=C2C(C)C)C2=CC=C(C=C2)F)N2CCC(CC2)C2(CCNCC2)OC)C